[Pt].C(=C)[Si]1(O[Si](O[Si](O[Si](O1)(C)C=C)(C)C=C)(C)C=C)C tetra-vinyl-tetramethylcyclotetrasiloxane platinum